8-chloro-N-[(2-chloro-5-methoxy-phenyl)sulfonyl]-6-(trifluoromethyl)imidazo[1,2-a]pyridine-2-carboxamide ClC=1C=2N(C=C(C1)C(F)(F)F)C=C(N2)C(=O)NS(=O)(=O)C2=C(C=CC(=C2)OC)Cl